tungsten(VI) oxytetrabromide O=[W].Br.Br.Br.Br